3-((1-(2,4-dimethyloxazol-5-yl)-5-methyl-4-nitro-1H-pyrazol-3-yl)oxy)-2-fluoropropan-1-ol CC=1OC(=C(N1)C)N1N=C(C(=C1C)[N+](=O)[O-])OCC(CO)F